5-[(1R)-1-(3,5-dichloro-4-pyridyl)ethoxy]-3-[1-[(3S)-1-ethylpyrrolidin-3-yl]pyrazol-4-yl]-1H-indazole ClC=1C=NC=C(C1[C@@H](C)OC=1C=C2C(=NNC2=CC1)C=1C=NN(C1)[C@@H]1CN(CC1)CC)Cl